COS(=O)(=O)[O-].OCC[NH3+] N-(2-hydroxyethyl)ammonium methyl-sulfate